P(=O)(O)(O)OC1=CC=C(C=C1)Cl 4-chlorophenyl dihydrogenphosphate